thieno[3,2-e]benzothiazole N1=CSC2=C1C1=C(C=C2)SC=C1